IC=1C(=NN2C1CN([C@H](C2)C)C(=O)OC(C)(C)C)C2=CC=C(C=C2)C(F)(F)F tert-butyl (6S)-3-iodo-6-methyl-2-[4-(trifluoromethyl)phenyl]-6,7-dihydropyrazolo[1,5-a]pyrazine-5(4H)-carboxylate